ClC=1C=C(O[C@H](C(=O)O)C)C=C(C1CC1=CC(=C(C=C1)O)C1=CC=C(C=C1)F)Cl (2S)-2-[3,5-dichloro-4-[[3-(4-fluorophenyl)-4-hydroxy-phenyl]methyl]phenoxy]propanoic acid